tert-butyl 2-(2-(3-amino-4-(4-ethylpiperidin-1-yl)benzamido)-5-fluorophenyl)acetate NC=1C=C(C(=O)NC2=C(C=C(C=C2)F)CC(=O)OC(C)(C)C)C=CC1N1CCC(CC1)CC